iron(III) sec-butoxide CC([O-])CC.[Fe+3].CC([O-])CC.CC([O-])CC